O=C1NC(CCC1N1C(C2=C3C(C(=CC=C13)C=1C(CN(CC1)C(=O)OC(C)(C)C)(F)F)=CC=C2)=O)=O tert-butyl 4-[1-(2,6-dioxo-3-piperidyl)-2-oxo-benzo[cd]indol-6-yl]-3,3-difluoro-2,6-dihydropyridine-1-carboxylate